2-(1-methylpyrrolidin-2-yl)acetamide CN1C(CCC1)CC(=O)N